5-[(2S)-1-[(2S,4R)-4-hydroxy-2-{[(1S)-1-[4-(4-methyl-1,3-thiazol-5-yl)phenyl]ethyl]carbamoyl}pyrrolidin-1-yl]-3-methyl-1-oxobutan-2-yl]-1,2-oxazol O[C@@H]1C[C@H](N(C1)C([C@@H](C(C)C)C1=CC=NO1)=O)C(N[C@@H](C)C1=CC=C(C=C1)C1=C(N=CS1)C)=O